C(C)(C)(C)OC(=O)NC(C(=O)[O-])CC1=CC(=C(C=C1)OCOC)I 2-((tert-butoxycarbonyl)amino)-3-(3-iodo-4-(methoxymethoxy)phenyl)propanoate